C(C1=CC=CC=C1)OC=1C(C=C(N(C1)C)CNC(CCCCC)=O)=O N-((5-(benzyloxy)-1-methyl-4-oxo-1,4-dihydropyridin-2-yl)methyl)hexanamide